1H-inden-2-carbaldehyde C1C(=CC2=CC=CC=C12)C=O